FC(C1=CC=C(CN2C=CC3=CC=CC(=C23)C(=O)O)C=C1)(F)F 1-(4-(trifluoromethyl)benzyl)-1H-indole-7-carboxylic acid